4-(3-((3-(benzylcarbamoyl)-6-methoxy-2-oxo-2H-benzopyran-7-yl)oxy)propoxy)-3-(phenylsulfonyl)-1,2,5-oxadiazole-2-oxide C(C1=CC=CC=C1)NC(=O)C=1C(OC2=C(C1)C=C(C(=C2)OCCCOC=2C(=[N+](ON2)[O-])S(=O)(=O)C2=CC=CC=C2)OC)=O